C(C)N(CC(=O)NC1CCC(CC1)C=1SC2=C(N1)C(=C(N2)C=2C=C(C=1N(C2)N=CN1)OC)C(C)C)C 2-(ethyl(methyl)amino)-N-(4-(6-isopropyl-5-(8-methoxy-[1,2,4]triazolo[1,5-a]pyridin-6-yl)-4H-pyrrolo[3,2-d]thiazol-2-yl)cyclohexyl)acetamide